N(=C=S)C1(CC(=C(C=C1)C=CC=1C(=CC=CC1)S(=O)(=O)O)S(=O)(=O)O)N=C=S 4,4-diisothiocyanatostilbene-2,2'-disulfonic acid